CC1=CC=C(C=C1)C#CC(C)(N)C 4-(4-Methylphenyl)-2-methyl-3-butyn-2-amine